ClC1=C(C=CC=C1Cl)C1=NNC2=NC(=CN=C21)N2CC1C(C1CC2)(C2=NC=CC=C2)CN [3-[3-(2,3-dichlorophenyl)-1H-pyrazolo[3,4-b]pyrazin-6-yl]-7-pyridin-2-yl-3-azabicyclo[4.1.0]heptan-7-yl]methanamine